N1(N=CN=C1)CCNCC1=CC=C(C=N1)C#CC1=CC=C(C=C1)C1=CC(=NO1)CN1C(=NC=C1)[C@H](C)O (S)-1-(1-((5-(4-((6-(((2-(1H-1,2,4-triazol-1-yl)ethyl)amino)methyl)pyridin-3-yl)ethynyl)phenyl)isoxazol-3-yl)methyl)-1H-imidazol-2-yl)ethan-1-ol